BrC1=C(N=C(C=2N1N=CC2)N2CCC1(CC2)CC2=C(C=NC(=C2)C)[C@H]1NS(=O)C(C)(C)C)C N-[(7S)-1'-(7-bromo-6-methyl-pyrazolo[1,5-a]pyrazin-4-yl)-3-methyl-spiro[5,7-dihydro-cyclopenta[c]pyridin-6,4'-piperidin]-7-yl]-2-methyl-propane-2-sulfinamide